C(C)OC(C[C@@H](C1=CC=C(S1)C1=CSC=C1C)N)=O (S)-3-amino-3-(4'-methyl-[2,3'-bithiophene]-5-yl)propanoic acid ethyl ester